4-Fluoro-3-{(Z)-2-fluoro-2-[5-(morpholin-4-yl)pyridin-3-yl]vinyl}-N-[(1S,2S)-2-hydroxycyclohexyl]benzamide FC1=C(C=C(C(=O)N[C@@H]2[C@H](CCCC2)O)C=C1)\C=C(\C=1C=NC=C(C1)N1CCOCC1)/F